ClC1=CN=C2N1C=C(C=C2C(=O)NC2=CC(=CC=C2)C2(CC(C2)C#N)CC2=NN=CN2C)C=O 3-chloro-N-(3-((1r,3r)-3-cyano-1-((4-methyl-4H-1,2,4-triazol-3-yl)methyl)cyclobutyl)phenyl)-6-formylimidazo[1,2-a]pyridine-8-carboxamide